(S)-2-(3-(3-(1-(2-chloro-4-fluorophenyl)cyclopropyl)-1,2,4-oxadiazol-5-yl)-5-(difluoromethyl)-1H-pyrazol-1-yl)-N-(tetrahydrofuran-3-yl)acetamide ClC1=C(C=CC(=C1)F)C1(CC1)C1=NOC(=N1)C1=NN(C(=C1)C(F)F)CC(=O)N[C@@H]1COCC1